[Na].[N+](=O)([O-])C=1C=C(C=CC1)S(=O)(=O)N m-nitrophenylsulfonamide sodium salt